ethan-1-ol 2,2,2-trifluoroacetate salt FC(C(=O)O)(F)F.C(C)O